O=C1C2=C(N=NN1CC(=O)NCCC1=CC=CC=C1)C=CC=C2 2-(4-oxo-benzo[d][1,2,3]triazin-3(4H)-yl)-N-phenethyl-acetamide